C(C)O[C@H]1C[C@@H](NC1)C(=O)NC=1C=CC=C2C(=CNC12)C1=NC(=NC=C1C)NC=1C(=NN(C1)C)OC (2R,4S)-4-ethoxy-N-(3-(2-((3-methoxy-1-methyl-1H-pyrazol-4-yl)amino)-5-methylpyrimidin-4-yl)-1H-indol-7-yl)pyrrolidine-2-carboxamide